1-{6-[4-(7,8-difluoro-3-quinolylamino)-2-pyrimidinylamino]-1-indolinyl}-2-(dimethylamino)-1-ethanone FC1=CC=C2C=C(C=NC2=C1F)NC1=NC(=NC=C1)NC1=CC=C2CCN(C2=C1)C(CN(C)C)=O